FC=1C=2N(C=C(C1)C1=CC(=C3C(N(C=NC3=C1)C1CCN(CC1)C(=O)OC(C)(C)C)=O)OC)C=C(N2)C tert-butyl 4-(7-{8-fluoro-2-methylimidazo[1,2-a]pyridin-6-yl}-5-methoxy-4-oxoquinazolin-3-yl)piperidine-1-carboxylate